OC1=NC(N(C=C1)C=1C=NC(=CC1)N[C@@H]1C[C@H](CC1)NC1=NN2C(C=C(C=C2)C(F)(F)F)=N1)=O 4-Hydroxy-1-(6-(((1S,3S)-3-((7-(trifluoromethyl)-[1,2,4]triazolo[1,5-a]pyridin-2-yl)amino)cyclopentyl)amino)pyridin-3-yl)pyrimidin-2(1H)-one